C(=O)(O)C1=CC=C(OC(C)(C)OC2=CC=C(C=C2)C(=O)O)C=C1 bis(p-carboxyphenoxy)propane